O[C@H]1C[C@H](N(CC1)C(=O)OC(C)(C)C)C(=O)OCCCCCCCC(=O)OC(CCCCCCCC)CCCCCCCC O1-tert-butyl O2-[8-(1-octylnonoxy)-8-oxo-octyl] (2S,4R)-4-hydroxypiperidine-1,2-dicarboxylate